CC=1OC2=NC(=CC(=C2N1)C)NC(=O)C1=CC=C(C2=CN(N=C12)C)N1CCN(CC1)C(=O)OC(C)(C)C tert-butyl 4-[7-({2,7-dimethyl-[1,3]oxazolo[5,4-b]pyridin-5-yl}carbamoyl)-2-methylindazol-4-yl]piperazine-1-carboxylate